2-(3-Isocyano-4-(2-methoxypropoxy)phenyl)-4-methylthiazole-5-carboxylic acid ethyl ester C(C)OC(=O)C1=C(N=C(S1)C1=CC(=C(C=C1)OCC(C)OC)[N+]#[C-])C